dihydroxynaphthalene hydrochloride Cl.OC1=C(C2=CC=CC=C2C=C1)O